tert-butyl (2-{2-[6-amino-5-(trifluoromethyl)pyridin-3-yl]-6,7-dihydrospiro[pyrazolo[5,1-c][1,4]oxazine-4,3'-pyrrolidin]-1'-yl}-2-oxoethyl)carbamate NC1=C(C=C(C=N1)C1=NN2C(=C1)C1(CN(CC1)C(CNC(OC(C)(C)C)=O)=O)OCC2)C(F)(F)F